ClC=1C=NC(=C(C(=O)NC2CCC(CC2)CN2C(N(C3=C2C=CC=C3)C=3C=NC(=CC3C)C)=O)C1)C 5-chloro-N-((1r,4r)-4-((3-(4,6-dimethylpyridin-3-yl)-2-oxo-2,3-dihydro-1H-benzo[d]imidazol-1-yl)methyl)cyclohexyl)-2-methylnicotinamide